ethyl (2-amino-4-(5-(trifluoromethyl)isoindolin-2-yl)phenyl)carbamate NC1=C(C=CC(=C1)N1CC2=CC=C(C=C2C1)C(F)(F)F)NC(OCC)=O